3-bromo-4-[(2,4-difluorobenzyl)oxy]-1-(4-hydroxybenzyl)-6-methylpyridin-2(1H)-one BrC=1C(N(C(=CC1OCC1=C(C=C(C=C1)F)F)C)CC1=CC=C(C=C1)O)=O